(4-(4-(8-bromoquinoxalin-2-yl)-1H-pyrazol-1-yl)piperidin-1-yl)-N-((2-(2,6-dioxopiperidin-3-yl)-1-oxoisoindolin-5-yl)methyl)-N-methyl-5-oxopentanoic acid amide BrC=1C=CC=C2N=CC(=NC12)C=1C=NN(C1)C1CCN(CC1)C(C(=O)N(C)CC=1C=C2CN(C(C2=CC1)=O)C1C(NC(CC1)=O)=O)CCC=O